6-amino-5-cyano-2-(2-methoxy-2-oxoethyl)-4-[3-(3-phenylureido)phenyl]-4H-pyran-3-carboxylic acid methyl ester COC(=O)C1=C(OC(=C(C1C1=CC(=CC=C1)NC(=O)NC1=CC=CC=C1)C#N)N)CC(=O)OC